(2S)-2-methyl-1-[(3-methyl-2-pyridinyl)methyl]piperazine hydrochloride Cl.C[C@@H]1N(CCNC1)CC1=NC=CC=C1C